tert-butyl (1-(3-methoxy-5-(methoxy(methyl)carbamoyl)phenyl)ethyl)carbamate COC=1C=C(C=C(C1)C(N(C)OC)=O)C(C)NC(OC(C)(C)C)=O